4-chloro-N-(4-nitrophenyl)isoquinolin-1-amine ClC1=CN=C(C2=CC=CC=C12)NC1=CC=C(C=C1)[N+](=O)[O-]